2-amino-4-methyl-α-phenyl-benzyl alcohol NC1=C(C(C2=CC=CC=C2)O)C=CC(=C1)C